[Mg].C1(=CC=CC=C1)O phenol magnesium salt